p-aminostyrenemaleic acid NC1=CC=C(C=C/C(=C/C(=O)O)/C(=O)O)C=C1